2-(5-fluoro-2,4-dioxo-3,4-dihydropyrimidin-1(2H)-yl)-N-(4-hydroxy-2-methoxyphenyl)acetamide FC=1C(NC(N(C1)CC(=O)NC1=C(C=C(C=C1)O)OC)=O)=O